N1=CN=C2NC=NC2=C1C12OC=C(C(C(=CN1)C=O)C2)C=O (9H-purin-6-yl)-2-oxa-8-azabicyclo[3.3.1]-nonane-3,6-diene-4,6-dicarboxaldehyde